C[C@@H]1CC2=NN3C(C(NC[C@H]3C)=O)=C2CN1C(=O)OC(C)(C)C (3R,7R)-tert-butyl 3,7-dimethyl-10-oxo-3,4,7,8,9,10-hexahydropyrido[4',3':3,4]pyrazolo[1,5-a]pyrazine-2(1H)-carboxylate